4-(3-(benzo[d]oxazol-2-yl)-2-methoxyphenylamino)-2-((1-ethyl-3,5-dimethyl-1H-pyrazol-4-yl)methylamino)pyrimidine-5-carboxylic acid O1C(=NC2=C1C=CC=C2)C=2C(=C(C=CC2)NC2=NC(=NC=C2C(=O)O)NCC=2C(=NN(C2C)CC)C)OC